CC1=C(C(=O)O)C=CC=C1N1CC(C1)OC1=CC=C(C=C1)NC(CC=1C=NC=CC1)=O 2-methyl-3-(3-(4-(2-(pyridin-3-yl)acetamido)phenoxy)azetidin-1-yl)benzoic acid